CC1=CC=2N(C=C1)NC(N2)=N 7-methyl-(1,2,4)triazolo(1,5-a)pyridine-2(3H)-imine